ClC=1C=C(C=CC1)[C@@H]1N(OCC1)C1=CC(=NC=N1)NC=1C(=CC(=C(C1)NC(C=C)=O)N(C)CCN(C)C)OC N-(5-((6-((R)-3-(3-chlorophenyl)isoxazolidine-2-yl)pyrimidine-4-yl)amino)-2-((2-(dimethylamino)ethyl)(methyl)amino)-4-methoxyphenyl)acrylamide